OC[C@@]1([C@@H](O)[C@H](O)[C@H](O1)CO)O[C@@H]1[C@H]([C@@H]([C@](CO)(O)OC1)O)O β-D-fructofuranosyl-(2→5)-α-L-sorbopyranose